4-methylpiperazine-1-yl-aniline CN1CCN(CC1)NC1=CC=CC=C1